[1-[(5R)-5-oxido-4-(tetrahydropyran-4-ylamino)-6,7-dihydrothieno[3,2-d]pyrimidin-5-ium-2-yl]azetidin-3-yl] tetrahydropyran-4-carboxylate O1CCC(CC1)C(=O)OC1CN(C1)C=1N=C(C2=C(N1)CC[S@+]2[O-])NC2CCOCC2